[Zn].[Cu].[As] arsenic copper zinc